3-phenyl-2,8-dihydropyrano[2,3-f]chromene C1(=CC=CC=C1)C1=CC=2C(=C3C=CCOC3=CC2)OC1